FC1=C(C=CC=C1OC)C=1C(=C2C(=NC(=NN2C1)C=1N(C=CN1)C)N[C@H]1C[C@@H](CC1)OC)C1=CC=CC=C1 |r| rac-6-(2-fluoro-3-methoxyphenyl)-N-((1R,3R)-3-methoxycyclopentyl)-2-(1-methyl-1H-imidazol-2-yl)-5-phenylpyrrolo[2,1-f][1,2,4]triazin-4-amine